4-(cyclooctylamino)cyclohexanone C1(CCCCCCC1)NC1CCC(CC1)=O